CC=1N=C(SC1C)OC1=C(C=C(C=C1)NC(=O)C1CC(C1)OC)C N-(4-((4,5-dimethylthiazol-2-yl)oxy)-3-methylphenyl)-3-methoxycyclobutane-1-carboxamide